FC(C1=CC=C(C=C1)N1N=NC(=C1COC1=CC=C(N=N1)N1CC(N(CC1)CCO)=O)C)F 4-(6-((1-(4-(Difluoromethyl)phenyl)-4-methyl-1H-1,2,3-triazol-5-yl)methoxy)pyridazine-3-yl)-1-(2-hydroxyethyl)piperazin-2-one